N-(N-(2-((S)-1-(2,3-difluorobenzyl)-5-oxopyrrolidin-2-yl)acetyl)-O-methyl-L-threonyl)-O-methyl-L-threonine FC1=C(CN2[C@@H](CCC2=O)CC(=O)N[C@@H]([C@H](OC)C)C(=O)N[C@@H]([C@H](OC)C)C(=O)O)C=CC=C1F